2-((2-nitrophenyl)(p-toluylamino)methyl)cyclohexan-1-one [N+](=O)([O-])C1=C(C=CC=C1)C(C1C(CCCC1)=O)NC1=CC=C(C=C1)C